(3S)-N-[4-(3-Cyanophenyl)-5-(2,6-dimethyl-4-pyridyl)thiazol-2-yl]-3-methyl-5-oxo-piperazin-1-carboxamid C(#N)C=1C=C(C=CC1)C=1N=C(SC1C1=CC(=NC(=C1)C)C)NC(=O)N1C[C@@H](NC(C1)=O)C